OC(C(C)C1=C(C(=CC(O1)=O)OC)CO)C 6-(3-hydroxy-2-butyl)-5-hydroxymethyl-4-methoxy-2H-pyran-2-one